6-[1-[(3S)-1-[2-[tert-butyl(dimethyl)silyl]oxyacetyl]-3-piperidyl]pyrazol-4-yl]-4-(2-pyridylsulfanyl)pyrazolo[1,5-a]pyridine-3-carbonitrile [Si](C)(C)(C(C)(C)C)OCC(=O)N1C[C@H](CCC1)N1N=CC(=C1)C=1C=C(C=2N(C1)N=CC2C#N)SC2=NC=CC=C2